5-(2-methylpropyloxy)pentylamine CC(COCCCCCN)C